7-benzofuro[3,2-c]carbazole O1C=CC=C2C1=CC1=C2C=CC=2NC=3C=CC=CC3C12